N'-((1-(3-fluorophenyl)-1H-pyrazol-3-yl)methyl)-N-methylacetohydrazide FC=1C=C(C=CC1)N1N=C(C=C1)CNN(C(C)=O)C